3-phenyl-4-((2-methoxyphenylselenyl)methyl)cyclopent-2-ene C1(=CC=CC=C1)C1=CCCC1C[Se]C1=C(C=CC=C1)OC